C1(OCCO1)=O L-6-Ethylene Carbonate